N=1C=NN2C1C=CC(=C2)C=2C=CN1N=C(N=C(C12)OC)NC1CCC2(CN(C2)C(=O)OC(C)(C)C)CC1 tert-Butyl 7-((5-([1,2,4]triazolo[1,5-a]pyridin-6-yl)-4-methoxypyrrolo[2,1-f][1,2,4]triazin-2-yl)amino)-2-azaspiro[3.5]nonane-2-carboxylate